C1=C(C(=CC2=CC(=C(C=C12)C(=O)O)C(=O)O)C(=O)O)C(=O)O 2,3,6,7-naphthalenetetracarboxylic acid